C(C1=CC=CC=C1)N1N=CC(=C1)NC(=O)C1CN(CCC1)C1=CC=C2C(=NNC2=C1)C(=O)NC 6-{3-[(1-benzyl-1H-pyrazol-4-yl)carbamoyl]piperidin-1-yl}-N-methyl-1H-indazole-3-carboxamide